(4-chlorophenyl)-6-(4-(methylsulfonyl)piperazin-1-yl)-2-(2H-tetrazol-5-yl)pyrimidine ClC1=CC=C(C=C1)C1=NC(=NC(=C1)N1CCN(CC1)S(=O)(=O)C)C=1N=NNN1